3-[5-[3-(2-benzyloxyethoxy)prop-1-ynyl]-1-oxo-isoindolin-2-yl]piperidine-2,6-dione C(C1=CC=CC=C1)OCCOCC#CC=1C=C2CN(C(C2=CC1)=O)C1C(NC(CC1)=O)=O